sulfur trioxide trimethylamine salt CN(C)C.S(=O)(=O)=O